aluminum hydroxide, hydrate O.[OH-].[Al+3].[OH-].[OH-]